The molecule is a cobyrinic acid a,c diamide. It has a role as a mouse metabolite. It is a conjugate acid of a cob(I)yrinate a,c diamide(5-). C/C/1=C/2\\[C@@]([C@@H](C(=N2)/C=C\\3/C([C@@H](C(=N3)/C(=C\\4/[C@]([C@H]([C@@H]([N-]4)[C@]5([C@@]([C@@H](C1=N5)CCC(=O)O)(C)CC(=O)N)C)CC(=O)O)(C)CCC(=O)O)/C)CCC(=O)O)(C)C)CCC(=O)O)(C)CC(=O)N.[Co]